FC1=C(C=C2C(=CNC2=C1)CCN(C)CC)OC 6-fluoro-5-methoxy-3-(N-ethyl-N-methylaminoethyl)indole